N1N=NC=2C1=NC(=CN2)C=2C=CC(=C(C(=O)NC1=CC=C(C=C1)COCC1=CC=CC=C1)C2)F 5-(1H-[1,2,3]triazolo[4,5-b]pyrazin-6-yl)-N-(4-((benzyloxy)methyl)phenyl)-2-fluorobenzamide